tert-butyl 2-((1,3,3-trimethylureido)methyl)-7,8-dihydro-4H-pyrazolo[1,5-a][1,4]diazepine-5(6H)-carboxylate CN(C(=O)N(C)C)CC1=NN2C(CN(CCC2)C(=O)OC(C)(C)C)=C1